N-(4-chlorobenzyl)-6-((1-(cyclopropylsulfonyl)cyclopropyl)methyl)-7-oxo-4,5,6,7-tetrahydrothieno[2,3-c]pyridine-3-carboxamide ClC1=CC=C(CNC(=O)C2=CSC=3C(N(CCC32)CC3(CC3)S(=O)(=O)C3CC3)=O)C=C1